((S)-2-(6-(2-ethyl-5-fluoro-4-hydroxyphenyl)-1H-indazol-3-yl)-5-methyl-4,5,6,7-tetrahydro-3H-imidazo[4,5-c]pyridin-6-yl)((S)-2-methylpiperazin-1-yl)methanone, dihydrochloride Cl.Cl.C(C)C1=C(C=C(C(=C1)O)F)C1=CC=C2C(=NNC2=C1)C1=NC2=C(CN([C@@H](C2)C(=O)N2[C@H](CNCC2)C)C)N1